(S)-2-(1-phenylcyclopropyl)-6-(2-phenylpropionyl)-5,6,7,8-tetrahydropyrido[4,3-d]pyrimidin-4(3H)-one C1(=CC=CC=C1)C1(CC1)C=1NC(C2=C(N1)CCN(C2)C([C@@H](C)C2=CC=CC=C2)=O)=O